N1(CCOCC1)C(CCCCCCCCCCCCCCCCC)=O 1-(morpholin-4-yl)octadecan-1-one